7-(isopropylamino)-2-(pyridin-3-yl)-N-(3,3,3-trifluoropropyl)-thiazolo[5,4-b]pyridine-6-carboxamide C(C)(C)NC1=C2C(=NC=C1C(=O)NCCC(F)(F)F)SC(=N2)C=2C=NC=CC2